3-iodo-1-(piperidin-4-yl)-1H-pyrazolo[3,4-d]pyrimidin-4-amine hydrochloride Cl.IC1=NN(C2=NC=NC(=C21)N)C2CCNCC2